2-amino-4-hydroxy-6-(trifluoromethyl)pyrimidine NC1=NC(=CC(=N1)O)C(F)(F)F